3,5-diaminobiphenyl NC=1C=C(C=C(C1)N)C1=CC=CC=C1